5-(2'-hydroxyethyl)-amino-2-methylphenol OCCC=1C=C(C(=C(C1)O)C)N